Nonadien-ol C(=CC=CCCCCC)O